NC1=NC=2C=CC(=CC2C2=C1[C@@H](OC2)C)C(=O)N([C@H](C)C2CCOCC2)CC2=NC=C(C=C2)C#N (3S)-4-amino-N-((5-cyano-2-pyridinyl)methyl)-3-methyl-N-((1R)-1-(tetrahydro-2H-pyran-4-yl)ethyl)-1,3-dihydrofuro[3,4-c]quinoline-8-carboxamide